4-(trifluoromethyl)-1,6-dihydro-7H-pyrrolo[2,3-c]pyridin-7-one FC(C=1C2=C(C(NC1)=O)NC=C2)(F)F